ClC1=C2C=C(NC2=C(C(=C1)F)Cl)C(=O)O 4,7-dichloro-6-fluoro-1H-indole-2-carboxylic acid